OC(CNCC(C(C(C(CO)O)O)O)O)(O)O 6-(2,2,2-trihydroxyethylamino)hexane-1,2,3,4,5-pentol